tert-butyl (R)-4-(4-((3-cyano-6-(3-(hydroxymethyl)piperidin-1-yl)pyrazin-2-yl)amino)phenyl)piperidine-1-carboxylate C(#N)C=1C(=NC(=CN1)N1C[C@@H](CCC1)CO)NC1=CC=C(C=C1)C1CCN(CC1)C(=O)OC(C)(C)C